3-[4-Chloro-3-(2-methylphenoxy)naphthalen-1-yl]-6-(trifluoromethyl)pyrimidine-2,4(1H,3H)-dione ClC1=C(C=C(C2=CC=CC=C12)N1C(NC(=CC1=O)C(F)(F)F)=O)OC1=C(C=CC=C1)C